[Zr].[Ti].[Ca].[Mg].[Ca] calcium-magnesium-calcium-titanium-zirconium